3-methoxy-4-{[3-(4-{[(1R,4R)-4-{2-oxa-7-azaspiro[3.5]nonan-7-yl}cyclohexyl]amino}-1-(2,2,2-trifluoroethyl)-1H-indol-2-yl)prop-2-yn-1-yl]amino}benzene-1-sulfonamide COC=1C=C(C=CC1NCC#CC=1N(C2=CC=CC(=C2C1)NC1CCC(CC1)N1CCC2(COC2)CC1)CC(F)(F)F)S(=O)(=O)N